C(C)C1=CC=C(C=C1)N(S(=O)(=O)C=1C=C2C(CC(OC2=CC1)C1CCOCC1)OC)CC(C)C N-(4-ethylphenyl)-N-isobutyl-4-methoxy-2-(tetrahydro-2H-pyran-4-yl)chroman-6-sulfonamide